(R)-1-(5-amino-6-((2-amino-3-chloropyridin-4-yl)sulfanyl)-3-(1-amino-8-azaspiro[4.5]decan-8-yl)pyrazin-2-yl)ethanone NC=1N=C(C(=NC1SC1=C(C(=NC=C1)N)Cl)C(C)=O)N1CCC2(CCC[C@H]2N)CC1